dimethyl 4,5-epoxy-cyclohexane-1,2-dicarboxylate C1(C(CC2C(C1)O2)C(=O)OC)C(=O)OC